C1(=CC=CC=C1)P(=O)(C1=CC=CC=C1)C1=CC=C(C=C1)C1(C2=CC=CC=C2C=2C=CC=CC12)C1=CC=C(C=C1)C1=CC=C(C=C1)N1C2=CC=CC=C2C=2C=CC=CC12 9-(4'-(9-(4-(diphenylphosphoryl)phenyl)-9H-fluoren-9-yl)biphenyl-4-yl)-9H-carbazole